C(CCCCCCCC)C1=C(C2=CC=CC=C2C=C1)CCCCCCCCC Dinonylnaphthalen